7-(2-amino-5-(4-(4-(2-cyclopropylethyl)piperazin-1-yl)phenyl)-6-fluoropyridin-3-yl)-5-fluoro-2-methylquinazolin-4(3H)-one NC1=NC(=C(C=C1C1=CC(=C2C(NC(=NC2=C1)C)=O)F)C1=CC=C(C=C1)N1CCN(CC1)CCC1CC1)F